NC1=NC=CC(=C1)C[C@@H]1[C@H](N(C1=O)C(=O)N[C@H](C(F)(F)F)C1CCCCC1)C(=O)N(C)C1=NN(C=C1)C (2S,3R)-3-((2-aminopyridin-4-yl)methyl)-N2-(1-methyl-1H-pyrazol-3-yl)-N1-((S)-1-cyclohexyl-2,2,2-trifluoroethyl)-N2-methyl-4-oxoazetidine-1,2-dicarboxamide